6-chloro-2,2-dimethyl-5-nitro-2,3-dihydrobenzofuran-7-carbonitrile ClC1=C(C2=C(CC(O2)(C)C)C=C1[N+](=O)[O-])C#N